OC1=C(C(N(C(=C1)C)C)=O)NC(N[C@@H](CC(=O)O)C1=CC=C(C=C1)C1=C(C=CC=C1)C)=O (S)-3-(3-(4-hydroxy-1,6-dimethyl-2-oxo-1,2-dihydropyridin-3-yl)ureido)-3-(2'-methylbiphenyl-4-yl)propanoic acid